2-amino-1,10-phenanthroline NC1=NC2=C3N=CC=CC3=CC=C2C=C1